1-bromo-3-methoxy-2-methylbenzene BrC1=C(C(=CC=C1)OC)C